(3-((2-chloro-5-methoxypyrimidin-4-yl)amino)-4-methoxyphenyl)acetamide ClC1=NC=C(C(=N1)NC=1C=C(C=CC1OC)CC(=O)N)OC